CC1=CC=C(C=C1)S(=O)(=O)O.C(C1=CC=CC=C1)OC([C@@H](N)C)=O L-alanine benzyl ester p-toluenesulfonate salt